C1=CC(=C(C=C1CC(C(=O)O)O)O)O 3,4-dihydroxyphenyllactic acid